ClCCOCCNC(C1=C(C=C(C=C1)NC=1C=2N(C=CN1)C(=CN2)C2=CC=C(C=C2)OC)C)=O N-(2-(2-chloroethoxy)ethyl)-4-((3-(4-methoxyphenyl)imidazo[1,2-a]pyrazin-8-yl)amino)-2-methylbenzamide